C(=O)O.C(#N)C1=CC(=C(OCC2=CC=CC(=N2)OC2CCN(CC2)CC2=NC3=C(N2CC2=CN=C(N2C)C)C=C(C=C3)C(=O)O)C=C1)F 2-((4-((6-((4-cyano-2-fluorophenoxy)methyl)pyridin-2-yl)oxy)piperidine-1-yl)methyl)-1-((1,2-dimethyl-1H-imidazol-5-yl)methyl)-1H-benzo[d]imidazole-6-carboxylic acid formate salt